3-O-(2-Amino-2-deoxy-β-D-glucopyranosyl)-D-galactose N[C@H]1[C@@H](O[C@@H]([C@H]([C@@H]1O)O)CO)O[C@H]([C@H](C=O)O)[C@@H](O)[C@H](O)CO